Isoamyl Laurat C(CCCCCCCCCCC)(=O)OCCC(C)C